1-((1H-benzo[d][1,2,3]triazol-1-yl)oxy)-7-chloro-2,6-naphthyridine N1(N=NC2=C1C=CC=C2)OC2=NC=CC1=CN=C(C=C21)Cl